3-(((R)-7-((2S,4R)-2-(3,4-Difluorophenyl)-4-(methylamino)piperidine-1-carbonyl)-7-azaspiro[4.5]decan-10-yl)methyl)-6-(o-tolyl)pyrimidin-4(3H)-one FC=1C=C(C=CC1F)[C@H]1N(CC[C@H](C1)NC)C(=O)N1CC2(CCCC2)[C@@H](CC1)CN1C=NC(=CC1=O)C1=C(C=CC=C1)C